N-(2-((4-(2-(Cyclohexylamino)ethyl)phenyl)carbamoyl)-4,5-dimethoxyphenyl)-4-oxo-4H-chromene-2-carboxamide trifluoroacetate salt FC(C(=O)O)(F)F.C1(CCCCC1)NCCC1=CC=C(C=C1)NC(=O)C1=C(C=C(C(=C1)OC)OC)NC(=O)C=1OC2=CC=CC=C2C(C1)=O